BrC=1C=NC=2C(C(CCC2C1)NCCO)S(=O)(=O)C1=CC=C(C=C1)F 2-((3-bromo-8-((4-fluorophenyl)sulfonyl)-5,6,7,8-tetrahydroquinolin-7-yl)amino)ethanol